N-(5-((2,3-dihydrospiro[inden-1,3'-piperidin]-1'-yl)methyl)thiazol-2-yl)acetamide N1(CC2(CCC1)CCC1=CC=CC=C12)CC1=CN=C(S1)NC(C)=O